NC1=NC(=C(C=C1C=1C=C2CCNC(C2=CC1)=O)C1=CC=C(C=C1)C(=O)N1CCN(CC1)C)F 6-(2-amino-6-fluoro-5-(4-(4-methylpiperazine-1-carbonyl)phenyl)pyridin-3-yl)-3,4-dihydroisoquinolin-1(2H)-one